5-(4-{[(1R)-1-[3-(1,1-difluoro-2-hydroxyethyl)-5-fluorophenyl]ethyl]amino}-7-methyl-2-(trifluoromethyl)-7H-pyrazolo[3,4-h]quinazolin-6-yl)-1-methyl-1,2-dihydropyridin-2-one FC(CO)(F)C=1C=C(C=C(C1)F)[C@@H](C)NC1=NC(=NC2=C3C(=C(C=C12)C=1C=CC(N(C1)C)=O)N(N=C3)C)C(F)(F)F